C1CCC2=C(C=3CCCC3C=C12)NC(=O)N=[S@@](=O)(N)C1=CC(=CC=C1)C(C)(C)O (S)-N'-(1,2,3,5,6,7-hexahydro-s-indacen-4-ylcarbamoyl)-3-(2-hydroxypropan-2-yl)benzenesulfonimidamide